C(C=C)(=O)N[C@H]1CN(C[C@H]1NC=1N=CC2=CC(=NC=C2C1)C1=C(C(=CC(=C1Cl)OC)OC)Cl)C(=O)NC (3S,4R)-3-acrylamido-4-((7-(2,6-dichloro-3,5-dimethoxyphenyl)-2,6-naphthyridin-3-yl)amino)-N-methylpyrrolidine-1-carboxamide